Cl.N1CC(CCC1)CC1=C2C(=C(N=N1)C1=C(C=C(C=C1)C(F)(F)F)O)C=NC=C2 2-{1-[(piperidin-3-yl)methyl]pyrido[3,4-d]pyridazin-4-yl}-5-(trifluoromethyl)phenol hydrochloride